O=C1CCCC=2C=CC=C3CC(N1C23)C(=O)O 4-oxo-1,2,4,5,6,7-hexahydro-azepino[3,2,1-hi]indole-2-carboxylic acid